FC=1C=C2C=NN(C2=CC1C=1C=2C=NN(C2C(=CC1)O)CC(=O)NCC(=O)NCC(=O)O)C [2-(2-{5'-fluoro-7-hydroxy-1'-methyl-[4,6'-biindazol]-1-yl}acetamido)acetamido]acetic acid